3-ureidodecyl-dimethoxyfluorosilane N(C(=O)N)C(CC[Si](F)(OC)OC)CCCCCCC